bis(3-diethoxymethylpropyl) tetrasulfide C(C)OC(CCCSSSSCCCC(OCC)OCC)OCC